NC(C(CNC(OC(C)(C)C)=O)COCCOCC#C)=O tert-butyl N-[3-amino-3-oxo-2-(2-prop-2-ynoxyethoxymethyl)propyl]carbamate